boryl-pinacol BCC(O)(C)C(C)(C)O